8-((2-hydroxyethyl)carbamoyl)-3,5-dinitro-1-naphthoic acid OCCNC(=O)C=1C=CC(=C2C=C(C=C(C12)C(=O)O)[N+](=O)[O-])[N+](=O)[O-]